2,3-Dichlorobutadien ClC(=C)C(=C)Cl